α-Azido-4-methylphenylacetic acid N(=[N+]=[N-])C(C(=O)O)C1=CC=C(C=C1)C